N-(3-(3-cyclopropyl-5-((2-fluoro-4-iodophenyl)amino)-6,8-dimethyl-2,4,7-trioxo-3,4,6,7-tetrahydropyrido[4,3-d]pyrimidin-1(2H)-yl)phenyl)acrylamide C1(CC1)N1C(N(C=2C(C1=O)=C(N(C(C2C)=O)C)NC2=C(C=C(C=C2)I)F)C=2C=C(C=CC2)NC(C=C)=O)=O